FC(C(=O)O)(F)F.C(C)N1CCC(CC1)NOC ethyl-N-methoxypiperidin-4-amine trifluoroacetate